2-((4-(6-((2-fluoro-4-(oxetan-3-yl) benzyl) oxy) pyridin-2-yl) piperidin-1-yl) methyl)-4-methoxy-1-(oxetan-2-ylmethyl)-1H-benzo[d]imidazole-6-carboxylate FC1=C(COC2=CC=CC(=N2)C2CCN(CC2)CC2=NC3=C(N2CC2OCC2)C=C(C=C3OC)C(=O)[O-])C=CC(=C1)C1COC1